methyl 3-bromo-6-(2-fluorobenzyl)-1-methyl-1H-pyrrolo[2,3-b]pyridine-2-carboxylate BrC1=C(N(C2=NC(=CC=C21)CC2=C(C=CC=C2)F)C)C(=O)OC